N-[5-[2-(3H-benzotriazol-5-yl)ethynyl]-8-(methylamino)-2,7-naphthyridin-3-yl]-4-(2-chloroethoxy)butanamide N1=NNC2=C1C=CC(=C2)C#CC2=C1C=C(N=CC1=C(N=C2)NC)NC(CCCOCCCl)=O